2-(4-methoxyphenyl)propylene oxide COC1=CC=C(C=C1)C1(CO1)C